4-((3-(5-fluoropyrimidin-2-yl)-2-methoxyphenyl)amino)-6-((6-methoxypyridazin-3-yl)amino)-N-(methyl-d3)nicotinamide FC=1C=NC(=NC1)C=1C(=C(C=CC1)NC1=CC(=NC=C1C(=O)NC([2H])([2H])[2H])NC=1N=NC(=CC1)OC)OC